FC(C1CS(CC1)(=O)=O)(F)F 3-(trifluoromethyl)tetrahydrothiophene 1,1-dioxide